C(C=C)(=O)OCC1=CC=C(C=C1)C(C)(C)C1=CC=C(C=C1)COC(C=C)=O 2,2-bis[4-(acryloyloxymethyl)phenyl]propane